4-nitro-1-((2-(trimethylsilyl)ethoxy)methyl)-3-vinyl-1H-pyrazole [N+](=O)([O-])C=1C(=NN(C1)COCC[Si](C)(C)C)C=C